C(C=C)(=O)C1CC=2C1=CC=CC2 Acryloyl-benzocyclobutene